OCCC1=CC=C(C=C1)O 4-(2-hydroxyethyl)-phenol